FC1=NNC=C1[C@@H]1CN(C[C@H](C1)C)C1=NC(=NC=C1)C1=CN=C2N1C=C(N=C2)C(F)(F)F 3-(4-((3r,5s)-3-(3-fluoro-1H-pyrazol-4-yl)-5-methylpiperidin-1-yl)pyrimidin-2-yl)-6-(trifluoromethyl)imidazo[1,2-a]pyrazine